2-methyl-2-(prop-1-en-2-yl)-1,3-dioxolane-4-carboxylic acid CC1(OCC(O1)C(=O)O)C(=C)C